FC1=CC=C2C=C(NC2=C1)C(=O)N(C=1C=NN(C1)C)CCOC 6-fluoro-N-(2-methoxyethyl)-N-(1-methylpyrazol-4-yl)-1H-indole-2-carboxamide